5-(3,4-dimethoxyphenyl)-1,3,4-oxadiazol-2-amine COC=1C=C(C=CC1OC)C1=NN=C(O1)N